7-(2,2-Difluoroethyl)-3-oxa-7-azabicyclo[3.3.1]nonan-9-yl (8-amino-7-fluoro-6-(4-methyl-5,6,7,8-tetrahydro-1,5-naphthyridin-3-yl)isoquinolin-3-yl)carbamate NC=1C(=C(C=C2C=C(N=CC12)NC(OC1C2COCC1CN(C2)CC(F)F)=O)C=2C=NC=1CCCNC1C2C)F